CC1(CCC=2C(=NNC2C1)C=1NC2=CC(=CC=C2C1)C(=O)O)C 2-(6,6-dimethyl-4,5,6,7-tetrahydro-1H-indazol-3-yl)-1H-indole-6-carboxylic acid